FC=1C=C(C(=O)NCC=2N=NN(C2)[C@H](CC=2C=NC3=CC=CC=C3C2)CC(=O)NO)C=CC1F (R)-3,4-difluoro-N-((1-(4-(hydroxyamino)-4-oxo-1-(quinolin-3-yl)butan-2-yl)-1H-1,2,3-triazol-4-yl)methyl)benzamide